CC(C)C(CCCCCCCCCCCCC)C 2,3-dimethylhexadecane